3-chloro-5-fluoro-N-((1S)-6-(2-hydroxy-2-(4-(trifluoromethyl)phenyl)ethyl)-6-azaspiro[2.5]oct-1-yl)benzamide ClC=1C=C(C(=O)N[C@H]2CC23CCN(CC3)CC(C3=CC=C(C=C3)C(F)(F)F)O)C=C(C1)F